1-(4-chlorobenzyl)-1,3,5-triazine-2,4-dione ClC1=CC=C(CN2C(NC(N=C2)=O)=O)C=C1